C(C)N1CC2(C1)CCC(CC2)C(=O)N[C@@H](CCCCCC(CC)=O)C=2NC(=CN2)C=2C(=NC1=CC=CC=C1C2)OC (S)-2-Ethyl-N-(1-(5-(2-methoxychinolin-3-yl)-1H-imidazol-2-yl)-7-oxononyl)-2-azaspiro[3.5]nonan-7-carboxamid